FC1=CC=C(CC2=C(NC=3N(C2=O)N=C(N3)C(C)N3C[C@H](N(CC3)C3=CC=CC=C3)C)C)C=C1 6-(4-fluorobenzyl)-5-methyl-2-(1-((R)-3-methyl-4-phenylpiperazin-1-yl)ethyl)-[1,2,4]triazolo[1,5-a]pyrimidin-7(4H)-one